(S)-7-(4-(1-aminoethyl)benzyl)-2,2-dimethyl-4H-benzo[d][1,3]dioxin-4-one N[C@@H](C)C1=CC=C(CC=2C=CC3=C(OC(OC3=O)(C)C)C2)C=C1